5-(5-(4,4-difluoropiperidine-1-carbonyl)-1H-pyrrolo[2,3-B]pyridin-1-yl)nicotinonitrile FC1(CCN(CC1)C(=O)C=1C=C2C(=NC1)N(C=C2)C=2C=NC=C(C#N)C2)F